BrC=1C=NN2C1N=C(N=C2NCC2=NC1=C(N2COCC[Si](C)(C)C)C=CC=C1CCNC(OC(C)(C)C)=O)SC tert-butyl {2-[2-({[8-bromo-2-(methylsulfanyl)pyrazolo[1,5-a][1,3,5]triazin-4-yl]amino}methyl)-1-{[2-(trimethylsilyl)ethoxy]methyl}-1H-benzimidazol-4-yl]ethyl}carbamate